P(=O)(O)(O)O.CO methanol phosphate salt